CN1CCC(CC1)N1N=CC2=C1NC(C=1C=C(C=CC21)C#N)=O 3-(1-methylpiperidin-4-yl)-5-oxo-4,5-dihydro-3H-pyrazolo[3,4-c]isoquinoline-7-carbonitrile